2-(3,5-dichloro-4-((2,2-difluoro-2'-oxospiro[cyclobutane-1,3'-indolin]-5'-yl)oxy)phenyl)-3,5-dioxo-2,3,4,5-tetrahydro-1,2,4-triazine-6-carbonitrile ClC=1C=C(C=C(C1OC=1C=C2C3(C(NC2=CC1)=O)C(CC3)(F)F)Cl)N3N=C(C(NC3=O)=O)C#N